tri-tert-butyl (3S,10S,14S)-1-[(1r,4S)-4-(aminomethyl)cyclohexyl]-3-[(1-bromonaphthalen-2-yl)methyl]-1,4,12-trioxo-2,5,11,13-tetraazahexadecane-10,14,16-tricarboxylate NCC1CCC(CC1)C(N[C@H](C(NCCCC[C@H](NC(N[C@@H](CCC(=O)OC(C)(C)C)C(=O)OC(C)(C)C)=O)C(=O)OC(C)(C)C)=O)CC1=C(C2=CC=CC=C2C=C1)Br)=O